(S)-2-((((R)-2-(3-chlorophenyl)-2,2-difluoro-1-phenylethoxy)carbonyl)amino)-3-cyclohexylpropionic acid methyl ester COC([C@H](CC1CCCCC1)NC(=O)O[C@@H](C(F)(F)C1=CC(=CC=C1)Cl)C1=CC=CC=C1)=O